N-(5-(3,5-difluorobenzyl)-1H-indazol-3-yl)-4-(4-(2-(2-(2,6-dioxopiperidin-3-yl)-1,3-dioxoisoindolin-5-yl)ethyl)piperazin-1-yl)-2-((tetrahydro-2H-pyran-4-yl)amino)benzamide FC=1C=C(CC=2C=C3C(=NNC3=CC2)NC(C2=C(C=C(C=C2)N2CCN(CC2)CCC=2C=C3C(N(C(C3=CC2)=O)C2C(NC(CC2)=O)=O)=O)NC2CCOCC2)=O)C=C(C1)F